3-(azetidin-3-yl-methylsulfonyl)azetidine-1-carboxylic acid tert-butyl ester C(C)(C)(C)OC(=O)N1CC(C1)S(=O)(=O)CC1CNC1